COC=1C=C(C=C(C1OC)OC)C=CC(=O)N 3-(3,4,5-trimethoxyphenyl)acrylamide